perfluorooctyl thioacetate C(C)(=S)OC(C(C(C(C(C(C(C(F)(F)F)(F)F)(F)F)(F)F)(F)F)(F)F)(F)F)(F)F